FC(C1OCCC(C1)=O)(F)F 2-(trifluoromethyl)dihydro-2H-pyran-4(3H)-one